FC(CN1CCC(CC1)C1=NC2=C(C=C(C=C2C(N1C)=O)C)C(C)NC1=C(C(=O)O)C=CC=C1)F 2-[1-[2-[1-(2,2-difluoroethyl)-4-piperidyl]-3,6-dimethyl-4-oxo-quinazolin-8-yl]ethylamino]benzoic acid